FC1=C(C=CC=C1)C1NCCC2=C1NC1=CC=CC=C21 1-(2-fluorophenyl)-2,3,4,9-tetrahydro-1H-pyrido[3,4-b]indole